2,5-dioxopyrrolidin-1-yl (((9H-fluoren-9-yl)methoxy)carbonyl)valinate C1=CC=CC=2C3=CC=CC=C3C(C12)COC(=O)N[C@@H](C(C)C)C(=O)ON1C(CCC1=O)=O